3,5-dicyano-6-(4-(2-hydroxyethyl)-1,4-diazepan-1-yl)-4-methoxypyrazine C(#N)C1C=NC(=C(N1OC)C#N)N1CCN(CCC1)CCO